4-(4-methylpiperazin-1-yl)-6-(5-(4-methylpiperazin-1-yl)-1H-pyrrolo[2,3-b]pyridin-3-yl)quinazoline CN1CCN(CC1)C1=NC=NC2=CC=C(C=C12)C1=CNC2=NC=C(C=C21)N2CCN(CC2)C